2-Amino-N-[4-fluoro-2-methyl-5-[[4-(trifluoromethyl)pyridin-2-yl]carbamoyl]phenyl]-1,3-thiazole-5-carboxamide NC=1SC(=CN1)C(=O)NC1=C(C=C(C(=C1)C(NC1=NC=CC(=C1)C(F)(F)F)=O)F)C